C(C1=CC=CC=C1)OCC(C)O[Si](C)(C)C(C)(C)C ((1-(benzyloxy)propan-2-yl)oxy)(tert-butyl)dimethylsilane